N[C@H]1CS(C2=C(N(C1=O)CC1=CC=C(C=C1)Cl)C=C(C(=C2)F)C=2OC(=NN2)C2(CN(CCC2)C)C)(=O)=O (3R)-3-amino-5-[(4-chlorophenyl)methyl]-7-[5-(1,3-dimethyl-3-piperidyl)-1,3,4-oxadiazol-2-yl]-8-fluoro-1,1-dioxo-2,3-dihydro-1lambda6,5-benzothiazepin-4-one